2,2-bis(4-hydroxyphenyl)cyclohexane OC1=CC=C(C=C1)C1(CCCCC1)C1=CC=C(C=C1)O